OC1=C(C(=O)C2=CC=CC=C2)C=CC(=C1)OCCCCCCCCCCCCCC 2-hydroxy-4-tetradecyloxy-benzophenone